N-(4-fluorophenyl)-2-[methyl(2-{1-methyl-1H-pyrazolo[3,4-c]pyridin-5-yl}-5H,6H,7H-cyclopenta[d]pyrimidin-4-yl)amino]acetamide FC1=CC=C(C=C1)NC(CN(C=1C2=C(N=C(N1)C=1C=C3C(=CN1)N(N=C3)C)CCC2)C)=O